6-((2-(2-((tert-Butyldiphenylsilyl)oxy)ethoxy)ethyl)amino)undecane-1,11-diyl dicyclotetradecanecarboxylate C1(CCCCCCCCCCCCC1)C(=O)OCCCCCC(CCCCCOC(=O)C1CCCCCCCCCCCCC1)NCCOCCO[Si](C1=CC=CC=C1)(C1=CC=CC=C1)C(C)(C)C